1,1,1-trimethylolisoHeptadecan C(O)C(CCCCCCCCCCCCCC(C)C)(CO)CO